4-(bromomethyl)oxazol BrCC=1N=COC1